OC(/C=C/C=O)(CC1=CC=C(C=C1)C)C (E)-4-hydroxy-4-methyl-5-(p-tolyl)pent-2-enal